NC1=NC=CC(=C1C#N)OC1=C(C=C(C=C1F)NC(=O)C=1C=NN(C1C(F)(F)F)C1=NC=CC=C1)F N-(4-((2-amino-3-cyanopyridin-4-yl)oxy)-3,5-difluorophenyl)-1-(pyridin-2-yl)-5-(Trifluoromethyl)-1H-pyrazole-4-carboxamide